C(=O)(OC(C)(C)C)C(C(=O)O)C(CN)O boc-4-amino-3-hydroxybutyric acid